(2,7-Di-tert-butyl-9H-carbazol-9-yl)-2-(1,3-dioxoisoindolin-2-yl)propionic acid C(C)(C)(C)C1=CC=2N(C3=CC(=CC=C3C2C=C1)C(C)(C)C)C(C(=O)O)(C)N1C(C2=CC=CC=C2C1=O)=O